FC1=C(C=CC=C1C(F)(F)F)[C@@H](C)NC(=O)C1=NN(C(C=C1)=O)C=1C=C(C=NC1)C1=CN=NN1C1CN(C1)C(=O)OC(C)(C)C tert-butyl 3-[5-[5-[3-[[(1R)-1-[2-fluoro-3-(trifluoromethyl)phenyl]ethyl]carbamoyl]-6-oxo-pyridazin-1-yl]-3-pyridyl]triazol-1-yl]azetidine-1-carboxylate